ClC1=C(C(=C(C=C1OC)OC)Cl)C1=CC2=C(N=C(N=C2)SC)C(=N1)NC1CCN(CC1)C 6-(2,6-dichloro-3,5-dimethoxyphenyl)-N-(1-methylpiperidin-4-yl)-2-(methylthio)pyrido[3,4-d]pyrimidine-8-amine